ClC=1C=CC(=C2C=NNC12)C1=C(C(NC2=CC=C(C=C12)C(NC1CC1)=O)=O)NC(OC(C)(C)C)=O tert-butyl N-[4-(7-chloro-1H-indazol-4-yl)-6-(cyclopropylcarbamoyl)-2-oxo-1H-quinolin-3-yl]carbamate